FC1=CC=C(C=C1)C1=NC(OC1)=O 4-(4'-fluorophenyl)oxazolin-2-one